C(#N)CCNCCCC(C)C N-(2-cyanoethyl)-N-(iso-hexyl)-amine